N1(CCC1)C1=CC(=NC(=N1)N[C@@H](C)C1=CC=C(C=C1)F)NC1=NC=CN=C1 (S)-6-(azetidin-1-yl)-N2-[1-(4-fluorophenyl)ethyl]-N4-(pyrazin-2-yl)pyrimidine-2,4-diamine